C(=O)O.ClC1=C(C(=O)N[C@@H](C(=O)NCCN(C)C)C)C=CC(=C1)NC=1C=2N(C=CN1)C(=CN2)C=2C(=NNC2)C(F)(F)F 2-chloro-N-[(2R)-1-[2-(dimethylamino)ethylamino]-1-oxopropan-2-yl]-4-[[3-[3-(trifluoromethyl)-1H-pyrazol-4-yl]imidazo[1,2-a]pyrazin-8-yl]amino]benzamide formate